C(C)OC(C1=C(C(=C(C(=C1)C#N)I)C#N)C)=O.FC(C1=NC2=CC=CC=C2C(=C1)NC1CCC(CC1)NC(=O)C=1OC=CC1)(F)F N-[(1s,4s)-4-{[2-(trifluoromethyl)quinolin-4-yl]amino}cyclohexyl]furan-2-carboxamide ethyl-3,5-dicyano-4-iodo-2-methyl-benzoate